1-[4-(1,3-benzothiazol-2-yloxy)-3-ethoxyphenyl]-3-(trifluoromethyl)pentan-3-ol S1C(=NC2=C1C=CC=C2)OC2=C(C=C(C=C2)CCC(CC)(O)C(F)(F)F)OCC